ClC1=CC=2C3=C(C(=NC2C(=C1C1=CC(=CC2=CC=CC=C12)O)F)OC[C@H]1N(CCC1)C)N=CN3C3CN(CC3)C(C=C)=O 1-(3-(8-chloro-6-fluoro-7-(3-hydroxynaphthalen-1-yl)-4-(((S)-1-methylpyrrolidin-2-yl)methoxy)-1H-imidazo[4,5-c]quinolin-1-yl)pyrrolidin-1-yl)prop-2-en-1-one